C(C)OC(=C)C=1N=CC=2N(C1)C=CN2 6-(1-ethoxyvinyl)imidazo[1,2-a]pyrazine